COC=1C=C(C=CC1OC)C=1C(=NN2C1N=C(N=C2NCC=2OC(=CC2)C)C)C 8-(3,4-dimethoxyphenyl)-2,7-dimethyl-N-[(5-methyl-2-furyl)methyl]pyrazolo[1,5-a][1,3,5]triazin-4-amine